CC1=C(N=CN1)CN1CCC(CC1)NC(CCC1=NN=C2N1N=C(C=C2)N2CCN(CC2)C)=O N-{1-[(5-methyl-1H-imidazol-4-yl)methyl]piperidin-4-yl}-3-[6-(4-methylpiperazin-1-yl)-[1,2,4]triazolo[4,3-b]pyridazin-3-yl]propanamide